C(N1C=2C=3C=CC=C(CCCCC(C(NC2C=N1)=O)C)C3)([2H])([2H])[2H] 3-(2H3)methyl-9-methyl-3,4,7-triazatricyclo[12.3.1.02,6]octadeca-1(18),2(6),4,14,16-pentaen-8-one